2-[1-(aminomethyl)cyclopropyl]acetonitrile hydrochloride Cl.NCC1(CC1)CC#N